(1-(3-ethyl-3-oxetanylmethoxy) ethyl)phenyl ether C(C)C1(COC1)COC(C)OC1=CC=CC=C1